N1=C(C=CC2=CC=CC=C12)N[C@@H](C)C(=O)O (2-quinolyl)-alanine